C(C)(C)(C)OC(=O)N1[C@@H](COCC1)C=1C=C(C=C2CCN(CC12)C(C(C)(C)O)=O)Cl (R)-3-[6-chloro-2-(2-hydroxy-2-methylpropionyl)-1,2,3,4-tetrahydroisoquinolin-8-yl]morpholine-4-Carboxylic acid tert-butyl ester